(S)-N-(2,4-dichlorobenzyl)-5-fluoro-3-methyl-8-oxo-5,6,7,8-tetrahydro-quinoline-5-carboxamide ClC1=C(CNC(=O)[C@]2(C=3C=C(C=NC3C(CC2)=O)C)F)C=CC(=C1)Cl